2-(4,4,5,5-tetramethyl-1,3,2-dioxaborolan-2-yl)-8-(trifluoromethoxy)dibenzo[b,f][1,4]oxazepin CC1(OB(OC1(C)C)C=1C=CC2=C(C=NC3=C(O2)C=CC(=C3)OC(F)(F)F)C1)C